NC1=NC2=CC=CC=C2C(=N1)N 2,4-diamino-quinazoline